NC1=C2NC(N(C2=NC(=N1)S)CC1=CC=C(C=C1)C)=O 6-amino-9-(p-tolylmethyl)-2-sulfanyl-7H-purin-8-one